2-deoxy-2-acetamido-D-glucose C(C)(=O)N[C@@H](C=O)[C@@H](O)[C@H](O)[C@H](O)CO